N[C@@]1(CN(CC1)C1=C(C=NC=C1C1=NC2=C(N1)C=CC=C2C)C(=O)N[C@@H](C(F)(F)F)C)C 4-[(3S)-3-amino-3-methylpyrrolidin-1-yl]-5-(4-methyl-1H-1,3-benzodiazol-2-yl)-N-[(2R)-1,1,1-trifluoropropan-2-yl]pyridine-3-carboxamide